N-(2-methyl-2-morpholinopropyl)-5-((2-(trifluoromethyl)pyridin-3-yl)thio)-1H-imidazo[4,5-b]pyrazin-2-amine CC(CNC1=NC=2C(=NC=C(N2)SC=2C(=NC=CC2)C(F)(F)F)N1)(C)N1CCOCC1